C12(CC(C1)C2)NC2=NC(=NC=C2Br)NC2=C(C=C(C(=C2)[N+](=O)[O-])F)OC N4-(bicyclo[1.1.1]pentan-1-yl)-5-bromo-N2-(4-fluoro-2-methoxy-5-nitrophenyl)-pyrimidine-2,4-diamine